ClC=1C=C2CCCN(C2=C(C1)C1=C2C(=NC=C1)C=C(S2)CN2C(CCC2=O)=O)C2CN(C2)CC2(CC2)C#N 1-((3-(6-chloro-8-(2-((2,5-dioxopyrrolidin-1-yl)methyl)thieno[3,2-b]pyridin-7-yl)-3,4-dihydroquinolin-1(2H)-yl)azetidin-1-yl)methyl)cyclopropanecarbonitrile